COC1=C2C(=C(NC2=CC=C1)C)C(C(=O)Cl)=O 2-(4-methoxy-2-methyl-1H-indol-3-yl)-2-oxoacetyl chloride